5-bromo-6-[(2-chloro-5-fluorophenyl)carbonyl]-2-methyl-7-nitro-3,4-dihydro-2H-benzo[1,4]oxazin-3-one BrC1=C(C(=CC2=C1NC(C(O2)C)=O)[N+](=O)[O-])C(=O)C2=C(C=CC(=C2)F)Cl